1-{[(3R,5aS,6R,8aS,9R,10S,12R,12aR)-3,6,9-trimethyldecahydro-12H-3,12-epoxypyrano[4,3-j][1,2]benzodioxepin-10-yl]methyl}piperidin-2-one C[C@@]12OO[C@]34[C@@H](CC1)[C@@H](CC[C@H]3[C@H]([C@H](O[C@@H]4O2)CN2C(CCCC2)=O)C)C